6-{8-fluoro-2-methylimidazo[1,2-a]pyridin-6-yl}-3-[(3S,4S)-3-hydroxypiperidin-4-yl]thieno[3,2-d]pyrimidin-4-one FC=1C=2N(C=C(C1)C1=CC=3N=CN(C(C3S1)=O)[C@@H]1[C@H](CNCC1)O)C=C(N2)C